C1(=CC=CC=C1)S(=O)(=O)NC(C(=C)C)=O N-(benzenesulfonyl)methacrylamide